CC1=C(C(NC(=C1)C)=O)CNC(=O)C=1C(=C(N2C=C(C=C2C1)C1=CN=CN1C)C(C)N1CCC(CC1)N(C)C)C N-((4,6-dimethyl-2-oxo-1,2-dihydropyridin-3-yl)methyl)-5-(1-(4-(dimethylamino)piperidin-1-yl)ethyl)-6-methyl-2-(1-methyl-1H-imidazol-5-yl)indolizine-7-carboxamide